S(CCC(=O)O)CCC(=O)O.C(CCCCCCCCCCC)O.C(CCCCCCCCCCC)O bis(dodecanol) thiodipropionate